(4-methylbenzyl)phosphonic acid diethyl ester C(C)OP(OCC)(=O)CC1=CC=C(C=C1)C